C1(CC1)N1C=NC2=C1C=C(C=C2F)F 1-cyclopropyl-4,6-difluoro-1,3-benzodiazole